ClC1=CC=2N(C=C1)N=CC2C2=CN=C(S2)C(=O)NC(C2COCC2)C2=NC=CC(=C2)NS(=O)(=O)C2CC2 5-{5-chloropyrazolo[1,5-a]pyridin-3-yl}-N-[(4-cyclopropanesulfonamidopyridin-2-yl)(oxolan-3-yl)methyl]-1,3-thiazole-2-carboxamide